CC1N(CCC=2N=CN=CC21)C(=O)OC(C)(C)C tert-butyl 5-methyl-7,8-dihydropyrido[4,3-d]pyrimidine-6(5H)-carboxylate